(1R,5R,6R)-N-(1,2-dihydro-1-methyl-2-oxo-3-pyridinyl)-2-oxabicyclo-[3.1.0]hexane-6-carboxamide CN1C(C(=CC=C1)NC(=O)[C@@H]1[C@H]2CCO[C@@H]12)=O